3-[5-Ethyl-2-(propan-2-yl)thiophen-3-yl]-1-[(1-methyl-1H-pyrazol-4-yl)[(3S)-1-methylpiperidin-3-yl]sulfamoyl]urea C(C)C1=CC(=C(S1)C(C)C)NC(NS(N([C@@H]1CN(CCC1)C)C=1C=NN(C1)C)(=O)=O)=O